C(C1=CC=CC=C1)NC(C1=CC(=CC=C1)C=1C=CC2=C(NC(=N2)NC(CCC)=O)C1)=O N-benzyl-3-(2-butyrylamino-1H-benzo[d]imidazol-6-yl)benzamide